O1CCN(CC1)CC1=CC(=NC(=C1)NC=1SC(=CN1)C=1OC(=NN1)C1=CC=CC=C1)N1CCC(CC1)CO (1-(4-(morpholinomethyl)-6-((5-(5-phenyl-1,3,4-oxadiazol-2-yl)thiazol-2-yl)amino)pyridine-2-yl)piperidin-4-yl)methanol